NC=1C=CC(=C2C1OCC21CC1)C(=O)NC 7-amino-N-methyl-2H-spiro[benzofuran-3,1'-cyclopropane]-4-carboxamide